COC1=CC2=C(N(C(=N2)CO)C)C=C1 (5-methoxy-1-methyl-1H-benzo[d]imidazol-2-yl)methanol